N1CC(C1)N1CCN(CC1)C(=O)OC(C)(C)C tert-butyl 4-(3-azetidinyl)-1-piperazinecarboxylate